COC1=CC=C(C=C1)C1=CC=C(C=C1)C#N 4-methoxy-4'-(cyano)-1,1'-biphenyl